Tert-butyl N-[(2-fluoro-4-isopropylphenyl)methyl]carbamate FC1=C(C=CC(=C1)C(C)C)CNC(OC(C)(C)C)=O